(1aRS,7bSR)-5-[2-(4-ethyl-2-oxopiperazin-1-ylmethyl)-4-fluorobenzene-sulfonylamino]-1,1a,2,7b-tetrahydrocyclopropa[c]chromene-4-carboxylic acid C(C)N1CC(N(CC1)CC1=C(C=CC(=C1)F)S(=O)(=O)NC1=CC=C2[C@@H]3[C@H](COC2=C1C(=O)O)C3)=O |r|